C(C=C)OCC(C(=O)OCCCCOC)=C methoxybutyl α-allyloxymethylacrylate